ClC=1C(=NC2=CC=CC=C2N1)NCC=1SC=CC1 3-chloro-N-(thiophen-2-ylmethyl)quinoxalin-2-amine